2,3-dihydroxy-(2R)-propyl-(R)-cysteine OC(CN[C@@H](CS)C(=O)O)CO